butyl Leucinate N[C@@H](CC(C)C)C(=O)OCCCC